N-(3-(2-(hydroxymethyl)pyrrolidin-1-yl)propyl)-2-(4-(methylcarbamoyl)phenyl)benzo[d]imidazo[2,1-b]thiazole OCC1N(CCC1)CCCN1C(=CN2C1SC1=C2C=CC=C1)C1=CC=C(C=C1)C(NC)=O